C(C)(C)(C)C1=NN(C(=C1)NC(=O)NC1=C(C=C(C=C1)OC1=CC=C(C=C1)F)F)C1=CC=CC=C1 1-(3-(tert-butyl)-1-phenyl-1H-pyrazol-5-yl)-3-(2-fluoro-4-(4-fluorophenoxy)phenyl)urea